3-(3-chlorophenyl)propanoic acid ClC=1C=C(C=CC1)CCC(=O)O